ClC=1C=CC=C2C(=NN(C12)CC#C)NC(C1=CC=C(C=C1)F)=O N-(7-chloro-1-(prop-2-yn-1-yl)-1H-indazol-3-yl)-4-fluorobenzamide